4-(((3-(3,4-dichlorophenyl)-3-azabicyclo[3.1.0]hex-6-yl)methyl)thio)-1H-1,2,3-triazole-5-carboxylic acid ClC=1C=C(C=CC1Cl)N1CC2C(C2C1)CSC=1N=NNC1C(=O)O